O1C=CC2=C1C=C(C=C2)OC=2C=C1C=C(NC1=CC2)C(=O)O 5-(benzofuran-6-yloxy)-1H-indole-2-carboxylic acid